tert-butyl (3-(3-(4-ethyl Amidinomethylphenyl)isoxazol-5-yl)-5-(4-(isopropylsulfonyl)phenyl)pyrazin-2-yl)(tert-butoxycarbonyl)carbamate C(C)NC(=N)CC1=CC=C(C=C1)C1=NOC(=C1)C=1C(=NC=C(N1)C1=CC=C(C=C1)S(=O)(=O)C(C)C)N(C(OC(C)(C)C)=O)C(=O)OC(C)(C)C